N-(6-chloroimidazo[1,2-b]pyridazin-2-yl)-2-hydroxy-2-methylpropanamide ClC=1C=CC=2N(N1)C=C(N2)NC(C(C)(C)O)=O